6-((1,3-dihydroxypropan-2-yl)oxy)dibenzo[c,e][1,2]oxaphosphin-6-oxide OCC(CO)OP1(OC2=C(C3=C1C=CC=C3)C=CC=C2)=O